5-[(4R,10bS)-8-(4-amino-4-methyl-1-piperidyl)-4-methyl-3,4,6,10b-tetrahydro-1H-pyrazino[2,1-a]isoindol-2-yl]quinoline-8-carbonitrile NC1(CCN(CC1)C=1C=C2CN3[C@@H](C2=CC1)CN(C[C@H]3C)C3=C1C=CC=NC1=C(C=C3)C#N)C